BrC=1C=C2CN(C(C2=C(C1)Cl)=O)[C@@H](C)C1CC1 (S)-5-bromo-7-chloro-2-(1-cyclopropylethyl)isoindol-1-one